carbon pentanediamine C(CCCC)(N)N.[C]